tert-butyl 4-(4-((5-((3-(1H-pyrazol-4-yl)propyl)carbamoyl)-2-(((1-methyl-1H-pyrazol-3-yl)methyl)sulfonyl)phenyl)ethynyl)phenyl)piperidine-1-carboxylate N1N=CC(=C1)CCCNC(=O)C=1C=CC(=C(C1)C#CC1=CC=C(C=C1)C1CCN(CC1)C(=O)OC(C)(C)C)S(=O)(=O)CC1=NN(C=C1)C